Methanediol C(O)O